Cl[Si](N([Si](C)(Cl)Cl)C(C)C)(C)Cl 1,1,3,3-tetrachloro-1,3-dimethyl-2-iso-propyldisilazane